NC1=NC=2C=CC(=CC2C2=C1C=NN2C)C(=O)N(CC2=NC=C(C=C2)C(F)(F)F)N2[C@@H]1CO[C@H](C2)C1 4-amino-N-((1S,4S)-2-oxa-5-azabicyclo[2.2.1]heptan-5-yl)-1-methyl-N-((5-(trifluoromethyl)pyridin-2-yl)methyl)-1H-pyrazolo[4,3-c]quinoline-8-carboxamide